S1C(=NC2=C1C=CC=C2)C#CC2=NN(C(=C2C(=O)N)NC)[C@@H]2CN([C@H](C2)COC)C(C=C)=O 3-[2-(1,3-benzothiazol-2-yl)ethynyl]-1-[(3S,5R)-5-(methoxymethyl)-1-(prop-2-enoyl)pyrrolidin-3-yl]-5-(methylamino)pyrazole-4-carboxamide